monoselenoline [Se]1C=CCC1